O=C1C=C(NC=C1C(NCC1=C(C=C(C=C1F)F)F)=O)C(=O)O 4-oxo-5-((2,4,6-trifluorobenzyl)carbamoyl)-1,4-dihydropyridine-2-carboxylic acid